FC=1C=C(COC=2N=CC(=NC2)N2C[C@@H](CC2)O)C=CC1F (R)-1-(5-((3,4-difluorobenzyl)oxy)pyrazin-2-yl)pyrrolidin-3-ol